(R)-3,3,3-trifluoro-2-methoxy-2-phenylpropionyl chloride FC([C@@](C(=O)Cl)(C1=CC=CC=C1)OC)(F)F